O1[C@H](COCC1)CN1N=C2C3=C(CC4(C2=C1)CC4)OC(=C3C)C(=O)NC[C@H]3OC4(COC4)CC3 2'-{[(2S)-1,4-Dioxan-2-yl]methyl}-N-{[(6S)-2,5-dioxaspiro[3.4]octan-6-yl]methyl}-8'-methyl-2',5'-dihydrospiro[cyclopropan-1,4'-furo[2,3-g]indazol]-7'-carboxamid